(2S)-2-amino-3,3-dimethyl-butyric acid methyl ester COC([C@H](C(C)(C)C)N)=O